FC=1C=C2C(CC3(N(C2=CC1)C)CCN(CC3)C(=O)NCC3=CC(=C(C=C3)F)NS(=O)(=O)C)=O 6'-fluoro-N-(4-fluoro-3-(methylsulfonamido)benzyl)-1'-methyl-4'-oxo-3',4'-dihydro-1'H-spiro[piperidine-4,2'-quinoline]-1-carboxamide